(S)-3-(3-(3-chloro-5-(difluoromethoxy)phenyl)-5-(3-(trifluoromethyl)phenylsulfonyl)-6a,7,9,10-tetrahydro-5H-pyrazino[1,2-a]pyrido[3,2-e]pyrazin-8(6H)-yl)propanoic acid ClC=1C=C(C=C(C1)OC(F)F)C1=CC=2N(C[C@H]3N(C2N=C1)CCN(C3)CCC(=O)O)S(=O)(=O)C3=CC(=CC=C3)C(F)(F)F